C(#N)C(C(=O)OCC(CCCC)CC)=C(C1=CC=CC=C1)C1=CC=CC=C1 2-ethylhexyl 1-2-cyano-3,3-diphenylacrylate